FC1=C2C=C(C=NC2=C(C=C1F)C1=CC=C(C=C1)C(F)(F)F)C(=O)NC(C)C 5,6-Difluoro-N-isopropyl-8-(4-(trifluoromethyl)phenyl)quinoline-3-carboxamide